N-[4-[5-(trifluoromethyl)-1,2,4-oxadiazol-3-yl]phenyl]propionamide FC(C1=NC(=NO1)C1=CC=C(C=C1)NC(CC)=O)(F)F